C(C)(C)OC1CN(C1)C(=O)O[C@@H]1CC[C@H](CC1)C(N(C1=NC=CC(=C1)C=1C=NN(C1)C(C)C)C[C@@H]1CC[C@H](CC1)C1=CC(=C(C=C1)OC)C#N)=O trans-4-(((trans-4-(3-Cyano-4-methoxy-phenyl)cyclohexyl)-methyl)(4-(1-iso-propyl-1H-pyrazol-4-yl)pyridin-2-yl)carbamoyl)cyclohexyl 3-isopropoxyazetidine-1-carboxylate